C(#N)C(CCC(=O)O)(C)SC(=O)SC1=CC=CC=C1 4-cyano-4-(phenylthio-formylthio)pentanoic acid